triethylene glycol bis[beta-(3-t-butyl-4-hydroxy-5-methylphenyl) propionate] C(C)(C)(C)C=1C=C(C=C(C1O)C)CCC(=O)OCCOCCOCCOC(CCC1=CC(=C(C(=C1)C)O)C(C)(C)C)=O